(1aR,5aR)-2-(3,5-Difluoro-pyridin-2-yl)-1a,2,5,5a-tetrahydro-1H-2,3-diaza-cyclopropa[a]pentalene-4-carboxylic acid (1-methyl-1-phenyl-ethyl)-amide CC(C)(C1=CC=CC=C1)NC(=O)C=1C=2C[C@@H]3[C@H](C2N(N1)C1=NC=C(C=C1F)F)C3